1-methyl-1-(4-biphenyl-yl)ethyl carbamate C(N)(OC(C)(C1=CC=C(C=C1)C1=CC=CC=C1)C)=O